OC1=CC=C(C=C1)N(C(=O)C=1C=C(N2CCCCC12)C1=CC2=C(OCO2)C=C1C(=O)N1CC2=CC=CC=C2C[C@H]1CN1CCOCC1)C1=CC=CC=C1 (S)-N-(4-hydroxyphenyl)-3-(6-(3-(morpholinomethyl)-1,2,3,4-tetrahydroisoquinoline-2-carbonyl)benzo[d][1,3]dioxol-5-yl)-N-phenyl-5,6,7,8-tetrahydroindolizine-1-carboxamide